[Na+].C(CCC)OC(C=1C(C(=O)[O-])=CC=CC1)=O butylphthalate sodium